4-(4-(3-(morpholinomethyl)phenyl)quinazolin-6-yl)pyridin-2-amine O1CCN(CC1)CC=1C=C(C=CC1)C1=NC=NC2=CC=C(C=C12)C1=CC(=NC=C1)N